N-[4-bromo-5-methyl-2-(trifluoromethyl)phenyl]carboxamide BrC1=CC(=C(C=C1C)NC=O)C(F)(F)F